N-(5-(4-chloro-2-(4-(piperazin-1-yl)phenyl)-1H-pyrrolo[2,3-b]pyridin-3-yl)-2-methylphenyl)acrylamide ClC1=C2C(=NC=C1)NC(=C2C=2C=CC(=C(C2)NC(C=C)=O)C)C2=CC=C(C=C2)N2CCNCC2